8-Acetyl-2-(4,4-difluorocyclohexyl)-6-methyl-chromen-4-one C(C)(=O)C=1C=C(C=C2C(C=C(OC12)C1CCC(CC1)(F)F)=O)C